3-Oxo-2-({[(1s,4s)-4-[2-(phenylmethoxy)phenyl]-cyclohexyl]oxy}methyl)-piperidine-1,4-dicarboxylic acid 1-tert-butyl 4-ethyl ester C(C)OC(=O)C1C(C(N(CC1)C(=O)OC(C)(C)C)COC1CCC(CC1)C1=C(C=CC=C1)OCC1=CC=CC=C1)=O